1-[(1S)-1-(3-bromo-4-pyridyl)ethyl]-3-[(3R)-4,4-difluorotetrahydrofuran-3-yl]-1-methyl-urea BrC=1C=NC=CC1[C@H](C)N(C(=O)N[C@@H]1COCC1(F)F)C